ClC1=C(C=CC=C1C1=C2CCC(C2=CC=C1)=CC1=NC(=C(C=C1Cl)C1OCCO1)OC)C1=CC=2N(C(C(=CN2)C=O)=O)C=C1 8-(2-chloro-3-(1-((3-chloro-5-(1,3-dioxolan-2-yl)-6-methoxypyridin-2-yl)methylene)-2,3-dihydro-1H-inden-4-yl)phenyl)-4-oxo-4H-pyrido[1,2-a]pyrimidine-3-carbaldehyde